3-Amino-7-chloro-4-(7-fluoro-5-methyl-1H-indazol-4-yl)-1H-1,5-naphthyridin-2-one NC=1C(NC2=CC(=CN=C2C1C1=C2C=NNC2=C(C=C1C)F)Cl)=O